ClC1=C(C(=NC=C1C(=O)N)F)F 4-chloro-5,6-difluoronicotinamide